ClC=1C=CC2=C(N(C[C@@H](O2)C(=O)NC23CC(C2)(C3)NC(COC3=CC(=C(C=C3)Cl)F)=O)C)C1 (2R)-6-chloro-N-{3-[2-(4-chloro-3-fluorophenoxy)acetamido]bicyclo[1.1.1]pent-1-yl}-4-methyl-3,4-dihydro-2H-1,4-benzoxazine-2-carboxamide